4-formyl-4-(2-iodophenyl)piperidine-1-carboxylic acid tert-butyl ester C(C)(C)(C)OC(=O)N1CCC(CC1)(C1=C(C=CC=C1)I)C=O